diiodo[2,6-bis[4-(S)-tert-butyl-2-oxazolyl]pyridine] cobalt [Co].IC=1C=C(C(=NC1C=1OC=C(N1)C(C)(C)C)C=1OC=C(N1)C(C)(C)C)I